FC1=CC=C(C=C1)C=1C=C(C=NC1)C=O 5-(4-fluorophenyl)-3-pyridinecarboxaldehyde